ClC1=CC(=CC(=N1)C(=O)O)C1=C(C=CC(=C1)C(F)(F)F)C1=NN=CN1C 6-chloro-4-[2-(4-methyl-1,2,4-triazol-3-yl)-5-(trifluoromethyl)phenyl]pyridine-2-carboxylic acid